N-((1R,5S,6r)-3-(5-(6-(3-cyanopyrrolo[1,2-b]pyridazin-7-yl)-4-(isopropylamino)pyridin-3-yl)-1,3,4-thiadiazol-2-yl)-3-azabicyclo[3.1.1]hept-6-yl)acetamide C(#N)C1=CC=2N(N=C1)C(=CC2)C2=CC(=C(C=N2)C2=NN=C(S2)N2C[C@@H]1C([C@H](C2)C1)NC(C)=O)NC(C)C